[(2R)-2-[(3R,4S)-3,4-dihydroxyoxolan-2-yl]-2-hydroxyethyl](Z)-octadec-9-enoate O[C@H]1C(OC[C@@H]1O)[C@@H](COC(CCCCCCC\C=C/CCCCCCCC)=O)O